1-methyldiethoxysilyl-8-bis(diethylamino)methylsilyloctane C[Si](CCCCCCCC[SiH2]C(N(CC)CC)N(CC)CC)(OCC)OCC